C(C)(=O)O[C@@H](C=O)[C@@H](OC(C)=O)[C@H](OC(C)=O)[C@H](O)C(=O)OC methyl 2,3,4-tri-O-acetylglucuronate